CN(C)CC=1C=C2C=3C=C(C=CC3N(C2=CC1)CC)C(=O)NCC1=CC=C(C=C1)S(=O)(=O)CC 6-dimethylaminomethyl-9-ethyl-N-(4-(ethylsulfonyl)benzyl)-9H-carbazole-3-carboxamide